COC([C@H](CC1=CC(=CC=C1)B1OC(C(O1)(C)C)(C)C)NC(=O)OCC1=CC=CC=C1)=O.BrC=1C(=C2C3=CC=CC4=CC=CC(C2=C(C1)C1=CC=CC2=CC=CC=C12)=C43)C4=CC=CC3=CC=CC=C43 8-bromo-7,10-bis(naphthalen-1-yl)fluoranthene methyl-(2S)-2-{[(benzyloxy)carbonyl]amino}-3-[3-(4,4,5,5-tetramethyl-1,3,2-dioxaborolan-2-yl)phenyl]propanoate